C1(CC1)C(C(C(=O)NC1=CC=C(C=C1)C=1C(=NNC1C1CC1)C1CC1)NC(=O)C=1N(N=CC1)C(C)C)C1CC1 N-[1-(dicyclopropylmethyl)-2-[4-(3,5-dicyclopropyl-1H-pyrazol-4-yl)anilino]-2-oxo-ethyl]-2-isopropyl-pyrazole-3-carboxamide